N[C@H](C(=O)NC1=CC=C(C=C1)C(C(=O)OC)O)CCCCNC(C1=CC=C(C=C1)C)(C1=CC=CC=C1)C1=CC=CC=C1 methyl 2-(4-((S)-2-amino-6-((diphenyl(p-tolyl)methyl)amino)hexanamido)phenyl)-2-hydroxyacetate